1-(bromomethoxy)-propane BrCOCCC